C(CCC)N(CCCP(O)(O)=O)CCCC (3-(dibutylamino)propyl)phosphonic acid